ClC=1C=C(C=CC1C1=C(C2=C(N=CN=C2C)N1C)C1=CC(=C(C=C1)OC1=NC=CC(=N1)C)F)NC(C=C)=O N-(3-chloro-4-(5-(3-fluoro-4-((4-methylpyrimidin-2-yl)oxy)phenyl)-4,7-dimethyl-7H-pyrrolo[2,3-d]pyrimidin-6-yl)phenyl)acrylamide